C(C1=CC=CC=C1)(=O)[Ge](C(C1=CC=CC=C1)=O)(C(C1=CC=CC=C1)=O)C(C1=CC=CC=C1)=O.[Ge] germanium Tetrabenzoyl-germanium